C(CCCCCCCCCCCCCCC)(=O)CNCCS(=O)(=O)[O-] N-palmitoylmethyltaurate